BrCCCOC(COC1=CC=C(C=C1)CCCCCCCCC)=O 2-(4-nonylphenoxy)acetic acid-3-bromopropyl ester